N-glycolyl-neuraminyl-lactose C(CO)(=O)N[C@@H]1[C@H](CC(C(O)=O)(O[C@H]1[C@H](O)[C@H](O)CO)C1(O)[C@H](O)[C@@H](O)[C@H](O[C@H]2[C@H](O)[C@@H](O)[C@@H](O)[C@H](O2)CO)[C@H](O1)CO)O